C[C@H]1CN(CC[C@H]1C1=CC(=C(C=C1)C)C(F)(F)F)C(=O)C1CC2(C1)NC(OC2)=O |r| (rac)-(2s,4S)-2-((3R,4R)-3-methyl-4-(4-methyl-3-(trifluoromethyl)phenyl)piperidine-1-carbonyl)-7-oxa-5-azaspiro[3.4]octan-6-one